C[Si](C)(C)C#CC1=CC=C(CN2N=CC=C2)C=C1 1-(4-((trimethylsilyl)ethynyl)benzyl)-1H-pyrazole